2-AMINO-6-CHLORO-7-METHYL-3-FORMYL-CHROMONE NC=1OC2=CC(=C(C=C2C(C1C=O)=O)Cl)C